(1R,4S)-7-ethyl-2-azabicyclo[2.2.1]hept-5-ene C(C)C1[C@@H]2NC[C@H]1C=C2